3-(4-chloro-3-fluorobenzyl)-1-(4-(pyridin-4-yl)phenyl)pyrrolidin-2-one ClC1=C(C=C(CC2C(N(CC2)C2=CC=C(C=C2)C2=CC=NC=C2)=O)C=C1)F